C1(CCCCCC1)[C@@H](C(=O)NC=1C=NC(=CC1)C=1C(=NOC1C)C)NC(=O)C1=CC=NN1CC (S)-N-(1-cycloheptyl-2-((6-(3,5-dimethylisoxazol-4-yl)pyridin-3-yl)amino)-2-oxoethyl)-1-ethyl-1H-pyrazole-5-carboxamide